(S)-N1-(1-(2-((1R,2R,4S)-Bicyclo[2.2.1]heptan-2-ylamino)-2-oxoethyl)-2-oxo-1,2-dihydropyridin-3-yl)-N6-methyl-2-(4-methyl-1,2,3-thiadiazol-5-carboxamido)-5-oxohexandiamid [C@@H]12[C@@H](C[C@@H](CC1)C2)NC(CN2C(C(=CC=C2)NC([C@H](CCC(C(=O)NC)=O)NC(=O)C2=C(N=NS2)C)=O)=O)=O